C(C1=CC=CC=C1)N1C2CC(CC(C1)C2)=O 6-Benzyl-6-azabicyclo[3.2.1]octan-3-one